O=C1NN=NC2=C1C=CC=C2 3,4-dihydro-4-oxo-1,2,3-benzotriazin